CN1N=C2N(C(N(CC2=C1)C1CCN(CC1)C1=NC=CC=C1C)=O)CC1=C(C=CC=C1)C(F)(F)F 2-Methyl-5-(3'-methyl-3,4,5,6-tetrahydro-2H-[1,2']bipyridinyl-4-yl)-7-(2-trifluoromethyl-benzyl)-2,4,5,7-tetrahydro-pyrazolo[3,4-d]pyrimidin-6-on